OCC=1C=C(OC1)C=O 4-hydroxymethyl-furan-2-formaldehyde